sodium L-threonate O=C([C@H](O)[C@@H](O)CO)[O-].[Na+]